(pyridin-2-ylmethyl)carbamic acid N1=C(C=CC=C1)CNC(O)=O